The molecule is a hydrochloride salt obtained by reaction of carmoxirole with one equivalent of hydrochloric acid. Selective, peripherally acting dopamine D2 receptor agonist. Modulates noradrenalin release and sympathetic activation. Displays antihypertensive properties in vivo. It has a role as a dopamine agonist, an antihypertensive agent and a platelet aggregation inhibitor. It contains a carmoxirole(1+). C1CN(CC=C1C2=CC=CC=C2)CCCCC3=CNC4=C3C=C(C=C4)C(=O)O.Cl